(1S)-1-[3-(4-methyl-1-piperidyl)-1,2,4-oxadiazol-5-yl]ethanamine hydrochloride Cl.CC1CCN(CC1)C1=NOC(=N1)[C@H](C)N